3-{2-[2-methyl-4-({4-[methyl(methylimino)oxo-lambda6-sulfanyl]phenoxy}methyl)pyrrolidin-1-yl]ethyl}benzonitrile CC1N(CC(C1)COC1=CC=C(C=C1)S(=O)(=NC)C)CCC=1C=C(C#N)C=CC1